C(=O)(OCC1C2=CC=CC=C2C2=CC=CC=C12)N[C@@H](CCCCNC(=O)OC(C)(C)C)C(=O)O Fmoc-N'-t-butyloxycarbonyl-L-lysine